DiPropylether C(CC)OCCC